tert-butyl 4-(4-(1-(2,6-dioxopiperidin-3-yl)-3-methyl-2-oxo-2,3-dihydro-1H-benzo[d]imidazole-5-yl)piperazin-1-yl)piperidine-1-carboxylate O=C1NC(CCC1N1C(N(C2=C1C=CC(=C2)N2CCN(CC2)C2CCN(CC2)C(=O)OC(C)(C)C)C)=O)=O